FC=1C=C(C=CC1OC1=C2C(=NC=C1)NC(N2C(C)C)=O)NC(=O)C=2N=NN(C2C)C2=CC=CC=C2 N-(3-fluoro-4-((1-isopropyl-2-keto-2,3-dihydro-1H-imidazo[4,5-b]pyridin-7-yl)oxy)phenyl)-5-methyl-1-phenyl-1H-1,2,3-triazole-4-carboxamide